N[C@H]1CC(CN(C1)C1=C2C(=C(NC2=C(C=C1F)C(=O)N)C)C)(F)F (S)-4-(5-amino-3,3-difluoropiperidin-1-yl)-5-fluoro-2,3-dimethyl-1H-indole-7-carboxamide